BrC=1C=C2C=C(N=CC2=CC1)CN1C(C2=CC=CC=C2C1=O)=O 2-((6-bromoisoquinolin-3-yl)methyl)isoindoline-1,3-dione